BrC1=C(C=C(C=C1)S(=O)(=O)NCC1CC2(C1)CCN(CC2)C2=CC=CC=1N(C(N(C12)C)=O)C1C(NC(CC1)=O)=O)C 4-bromo-N-((7-(1-(2,6-dioxopiperidin-3-yl)-3-methyl-2-oxo-2,3-dihydro-1H-benzo[d]imidazol-4-yl)-7-azaspiro[3.5]nonan-2-yl)methyl)-3-methylbenzenesulfonamide